2-Thioxo-5-(3,4,5-trimethoxybenzylidene)dihydropyrimidine-4,6(1H,5H)-dione S=C1NC(C(C(N1)=O)=CC1=CC(=C(C(=C1)OC)OC)OC)=O